C(C)OP(=O)(OCC)CC1CCN(CC1)C=1C2=C(N=CN1)C(=CN2)C(=O)OCC ethyl 4-[4-[(diethoxyphosphoryl)methyl]piperidin-1-yl]-5H-pyrrolo[3,2-d]-pyrimidine-7-carboxylate